(2-methyl-5-(3-vinyl-1,2,4-thiadiazol-5-yl)phenyl)glycine CC1=C(C=C(C=C1)C1=NC(=NS1)C=C)NCC(=O)O